NC=1C=C(C=C(C1)C(F)(F)F)[C@@H](C)NC=1C2=C(N=C(N1)N1CCC1)C=NC(=C2)N(C)C (R)-N4-(1-(3-amino-5-(trifluoromethyl)phenyl)ethyl)-2-(azetidin-1-yl)-N6,N6-dimethylpyrido[3,4-d]pyrimidine-4,6-diamine